C1CCC(CC1)[C@@H](C(=O)O)O (S)-(+)-hexahydromandelic acid